FC(C12CC(C1)(C2)S(=O)(=O)N2CCC1(CN(C1)C(=O)N1CC3(C1)NC(CC3)=O)CC2)(F)F 2-[7-[[3-(trifluoromethyl)-1-bicyclo[1.1.1]pentanyl]sulfonyl]-2,7-diazaspiro[3.5]nonane-2-carbonyl]-2,5-diazaspiro[3.4]octan-6-one